(4R and S,5'S and R)-6-Chloro-5'-(difluoromethyl)-5-fluorospiro[benzo[d][1,3]oxazine-4,3'-piperidin]-2(1H)-one ClC1=C(C2=C(NC(O[C@@]23CNC[C@H](C3)C(F)F)=O)C=C1)F |r|